OC(=O)C(F)(F)F.NC1=C(C=CC=C1)NC(C1=CC=C(C=C1)\C=C\C(=O)N1CC(C1)CNC1C(C1)C1=CC=C(C=C1)F)=O (E)-N-(2-aminophenyl)-4-(3-(3-(((2-(4-fluorophenyl)cyclopropyl)amino)methyl)azetidin-1-yl)-3-oxoprop-1-en-1-yl)benzamide TFA Salt